4-(2-Bromo-4-fluorophenyl)-N-(2-bromo-6-fluorophenyl)-1,3-dimethyl-1H-pyrazol-5-amin BrC1=C(C=CC(=C1)F)C=1C(=NN(C1NC1=C(C=CC=C1F)Br)C)C